FC1(CCC(CC1)OC1=C(C=C(C=C1)S(=O)(=O)CC)C=1C2=C(C(N(C1)C)=O)NC=C2)F 4-{2-[(4,4-difluorocyclohexyl)oxy]-5-(ethylsulfonyl)phenyl}-6-methyl-1,6-dihydro-7H-pyrrolo[2,3-c]pyridin-7-one